ClC=1C=C2C(=CC1)NC(C21CCN(CC1)CCOC1=CC(=C(C=C1)S(=O)(=O)C)OC(F)F)=O 5-chloro-1'-{2-[3-(difluoromethoxy)-4-methanesulfonyl-phenoxy]ethyl}-1,2-dihydrospiro[indole-3,4'-piperidin]-2-one